N,N-dimethyl-Diisopropylethylamine CN(C)C(C)(C(C)C)C(C)C